C(#N)CCN(CC(CCC)C)CC(CCC)C N-(2-cyanoethyl)-N,N-di(2-methylpent-1-yl)-amine